C(CCCCC)C1=C(C=C(C(=C1)B1OC(C(O1)(C)C)(C)C)CCCCCC)C1=CC=C(C=C1)C1=CC=C(C=C1)B1OC(C(O1)(C)C)(C)C 2,2'-(2,5-dihexyl-[1,1':4',1''-terphenyl]-4,4''-diyl)bis(4,4,5,5-tetramethyl-1,3,2-dioxaborolane)